[Si]([O-])([O-])([O-])[O-].[Be+2].[Be+2] Beryllium Silicate